tert-butyl (R)-(5,5-difluoro-1-((4-fluorobicyclo[2.2.2]octan-1-yl)amino)-1-oxohexan-2-yl)carbamate FC(CC[C@H](C(=O)NC12CCC(CC1)(CC2)F)NC(OC(C)(C)C)=O)(C)F